OCC=1C(=NC(=NC1)C(F)(F)F)C1=CC=C(C=C1)CN1C(CCC1)=O 1-[[4-[5-(hydroxymethyl)-2-(trifluoromethyl)pyrimidin-4-yl]phenyl]methyl]pyrrolidin-2-one